C(C)(=O)NCC1CCN(CC1)CC1=CC(=NC(=C1)C1=CC(=CC(=C1)Cl)Cl)OC=1C=NC(=NC1)N1CCN(CC1)CC(C(=O)O)C 3-(4-(5-((4-((4-(acetamidomethyl)piperidin-1-yl)methyl)-6-(3,5-dichlorophenyl)pyridin-2-yl)oxy)pyrimidin-2-yl)piperazin-1-yl)-2-methylpropanoic acid